4-isopropyl-5-(8-methyl-[1,2,4]triazolo[1,5-a]pyridin-6-yl)-N-((1r,4r)-4-(neopentylamino)cyclohexyl)-1H-pyrazole-3-carboxamide C(C)(C)C=1C(=NNC1C=1C=C(C=2N(C1)N=CN2)C)C(=O)NC2CCC(CC2)NCC(C)(C)C